C(C)(C)(C)N1N=CC(=C1)C=1C=C(C=CC1)N(C(=O)[C@@H]1CC[C@H](CC1)CC(=O)O)CC12CCC(CC1)(CC2)C2=CC(=C(C=C2)OC)C trans-2-(4-((3-(1-(tert-Butyl)-1H-pyrazol-4-yl)phenyl)((4-(4-methoxy-3-methylphenyl)bicyclo[2.2.2]octan-1-yl)methyl)carbamoyl)cyclohexyl)acetic acid